5-(1-(2,2-difluoroethyl)-4-fluoro-1H-benzo[d]imidazol-6-yl)-6-fluoro-N-((3S,4R)-3-fluoro-1-(oxetan-3-yl-3-d)piperidin-4-yl)-4-methoxypyrrolo[2,1-f][1,2,4]triazin-2-amine FC(CN1C=NC2=C1C=C(C=C2F)C=2C(=CN1N=C(N=C(C12)OC)N[C@H]1[C@H](CN(CC1)C1(COC1)[2H])F)F)F